NC1=CC=C(C=C1)S(=O)(=O)N1CC(N(CC1)C(C1=CC(=C(C(=C1)O)O)O)=O)C(=O)N(C1=CC=CC=C1)C 4-((4-aminophenyl)sulfonyl)-N-methyl-N-phenyl-1-(3,4,5-trihydroxybenzoyl)piperazine-2-carboxamide